COC=1C=C(N)C=CC1OC1CCC(CC1)N1CCOCC1 3-methoxy-4-(((1r,4r)-4-morpholinocyclohexyl)oxy)aniline